FC=1C=CC(=NC1)NC(CN1C=2N(C(C3=C1C(N(C3)[C@@H](COC)C)=O)=O)N=C(C2)C(=O)N(C)C)=O |r| 4-{2-[(5-fluoropyridin-2-yl)amino]-2-oxoethyl}-6-[(±)-1-methoxyprop-2-yl]-N,N-dimethyl-5,8-dioxo-5,6,7,8-tetrahydro-4H-pyrazolo[1,5-a]pyrrolo[3,4-d]pyrimidine-2-carboxamide